(1R,4r,6R)-6-methoxy-1-methyl-2-azaspiro[3.3]heptane-2-thiocarboxylic acid O-tert-butyl ester C(C)(C)(C)OC(=S)N1[C@@H](C2(C1)CC(C2)OC)C